2,4-dihydroxy-5-methoxy-benzaldehyde OC1=C(C=O)C=C(C(=C1)O)OC